C1(CC1)COC1C=C(C=2C(NC(=NC2C1)CS[C@@H]1CC[C@H](CC1)N(C)C)=O)F 7-(Cyclopropylmethoxy)-2-((((trans)-4-(dimethylamino)cyclohexyl)thio)methyl)-5-fluoro-7,8-dihydroquinazolin-4(3H)-one